[S].[V].[Cu] copper-vanadium sulfur